CC=1C(=CC=CC1)S(=O)(=O)NN o-toluenesulfonyl-hydrazine